C1(=CC=CC=C1)S(=O)(=O)N1C=CC2=CC=C(C=C12)C(F)F 1-(benzenesulfonyl)-6-(difluoromethyl)indole